C(CC(O)(C(=O)[O-])CC(=O)[O-])(=O)ONC(C=C)=O Acrylamido Citrate